5-(2-carbamoyl-6-(trifluoromethoxy)-1H-indol-1-yl)benzofuran-2-carboxylic acid C(N)(=O)C=1N(C2=CC(=CC=C2C1)OC(F)(F)F)C=1C=CC2=C(C=C(O2)C(=O)O)C1